C[C@]12CC([C@H](CC1)C2)(C)C (1S,2R,4R)-1,3,3-trimethylbicyclo[2.2.1]heptan